2-(4-bromo-2-hydroxy-5-methyl-phenyl)acetic acid methyl ester COC(CC1=C(C=C(C(=C1)C)Br)O)=O